3-Amino-4-bromo-6-chloropicolinonitrile NC=1C(=NC(=CC1Br)Cl)C#N